1-benzyl-4-benzyloxyquinolin C(C1=CC=CC=C1)N1CC=C(C2=CC=CC=C12)OCC1=CC=CC=C1